ClC=1C=CC(=C(C1)C(CO)(C)NC1=NC2=C(N1)C=CC=C2CNC2=NOC=C2)F 2-(5-chloro-2-fluorophenyl)-2-[(4-{[(1,2-oxazol-3-yl)amino]methyl}-1H-1,3-benzodiazol-2-yl)amino]propan-1-ol